5-Amino-3-[2-[4-(4-fluorophenyl)piperazin-1-yl]ethyl]-8-(2-furyl)-1-(2-hydroxyethyl)[1,2,4]triazolo[5,1-f]purin-2-one NN1C=NC(=C2N3C(N=C12)N(C(N3CCO)=O)CCN3CCN(CC3)C3=CC=C(C=C3)F)C=3OC=CC3